6,6-dimethyl-3-((7-(2-methyl-3-(pyrrolidin-3-ylmethyl)-6-(trifluoromethyl)pyridin-4-yl)thieno[3,2-b]pyridin-2-yl)methyl)-3-azabicyclo[3.1.0]hexane-2,4-dione hydrochloride Cl.CC1(C2C(N(C(C12)=O)CC1=CC2=NC=CC(=C2S1)C1=C(C(=NC(=C1)C(F)(F)F)C)CC1CNCC1)=O)C